(5-bromo-3-(3-fluorophenyl)-1H-pyrrolo[2,3-b]pyridin-2-yl)methanol BrC=1C=C2C(=NC1)NC(=C2C2=CC(=CC=C2)F)CO